OC(CON=C(C1(CCNCC1)CC=1C=NC(=CC1C)OC)Cl)CN1CCCCC1 N-(2-hydroxy-3-(piperidin-1-yl)propoxy)-4-((6-methoxy-4-methylpyridin-3-yl)methyl)piperidine-4-imidoyl chloride